3-[METHYL(2-OXOETHYL)AMINO]BUTANENITRILE CN(C(CC#N)C)CC=O